(S)-2-(4-(4-chlorophenyl)-2,3,9-trimethyl-6H-thieno[3,2-f][1,2,4]triazolo[4,3-a][1,4]diazepin-6-yl)ethanol ClC1=CC=C(C=C1)C1=N[C@H](C=2N(C3=C1C(=C(S3)C)C)C(=NN2)C)CCO